FC=1C=C(CN2C(=NC=3C2=NC=CC3)CCC(=O)NCC3=CC=C(C=C3)OC)C=CC1F 3-[3-(3,4-Difluoro-benzyl)-3H-imidazo[4,5-b]pyridin-2-yl]-N-(4-methoxy-benzyl)-propionamide